4-[3-(3-Chlorophenyl)pyrrolo[2,3-b]pyrazin-5-yl]-2-cyclopentyl-benzoic Acid ClC=1C=C(C=CC1)C1=CN=C2C(=N1)N(C=C2)C2=CC(=C(C(=O)O)C=C2)C2CCCC2